C(CCCCCCC\C=C/CCCCCCCC)(=O)O.C(CCCCCCC\C=C/CCCCCCCC)(=O)O.C(CCCCCCC\C=C/CCCCCCCC)(=O)O.C([C@@H](O)[C@@H](O)[C@H](O)[C@H](O)CO)O mannitol trioleate